(1S,2R,4R)-4-(2-amino-6-oxo-1H-purin-9(6H)-yl)-2-(((tert-butyldimethylsilyl)oxy)methyl)-3-methylenecyclopentyl pentanoate C(CCCC)(=O)O[C@@H]1[C@H](C([C@@H](C1)N1C=2N=C(NC(C2N=C1)=O)N)=C)CO[Si](C)(C)C(C)(C)C